ethyl 1-(6-(3-chloro-4-methoxyphenyl)quinolin-2-yl)piperidine-4-carboxylate ClC=1C=C(C=CC1OC)C=1C=C2C=CC(=NC2=CC1)N1CCC(CC1)C(=O)OCC